(7S)-2-(((1-((6-chloropyridin-3-yl)methyl)-1H-pyrazol-4-yl)methyl)amino)-7-isopropyl-4,8-dimethyl-7,8-dihydropteridin-6(5H)-one ClC1=CC=C(C=N1)CN1N=CC(=C1)CNC1=NC=2N([C@H](C(NC2C(=N1)C)=O)C(C)C)C